4,4-bis(4'-hydroxy-3'-tert-butyl-phenyl)pentanoic acid diethyl amide C(C)N(C(CCC(C)(C1=CC(=C(C=C1)O)C(C)(C)C)C1=CC(=C(C=C1)O)C(C)(C)C)=O)CC